N-{3-fluorobicyclo[1.1.1]pentan-1-yl}-7-methoxy-1H-pyrrolo[2,3-c]pyridine-2-carboxamide FC12CC(C1)(C2)NC(=O)C2=CC=1C(=C(N=CC1)OC)N2